4-methoxy-bicyclo[3.2.1]-3-octene COC1=CCC2CCC1C2